FC(C1=NN(C(=C1)NC(C1=C(C=CC=C1)NC1=C(C=CC=C1)C(F)(F)F)=O)C)F N-(3-(difluoromethyl)-1-methyl-1H-pyrazol-5-yl)-2-((2-(trifluoromethyl)phenyl)amino)benzamide